8-(4-fluorophenyl)-7-(oxan-2-yl)-2-sulfanyl-3H-pyrazolo[1,5-a][1,3,5]triazin-4-one FC1=CC=C(C=C1)C=1C(=NN2C1N=C(NC2=O)S)C2OCCCC2